[Cl-].[Mg+2].FC1(CCN(CC1)C=1C=C(C=CC1C1=NC=CC=C1)NC(C1=C(C=C(C=C1)NS(=O)(=O)CC)N1CCC2(CC2)CC1)=O)F.[Cl-] N-(3-(4,4-difluoropiperidin-1-yl)-4-(pyridin-2-yl)phenyl)-4-(ethylsulfonamido)-2-(6-azaspiro[2.5]octan-6-yl)benzamide magnesium chloride